FC1=C(C=C(C=C1OC)OC)C=1CCC=2C(=NNC2C1)C1=C(C=NN1C)[N+](=O)[O-] 6-(2-fluoro-3,5-dimethoxyphenyl)-3-(1-methyl-4-nitro-1H-pyrazol-5-yl)-4,5-dihydro-1H-indazole